(1s,2r)-2-((S)-8-(benzo[d]isoxazol-3-ylmethoxy)-5-chloro-1-((2-oxopyrrolidin-1-yl)methyl)-1,2,3,4-tetrahydroisoquinoline-2-carbonyl)-N-ethylcyclohexane-1-carboxamide O1N=C(C2=C1C=CC=C2)COC=2C=CC(=C1CCN([C@@H](C21)CN2C(CCC2)=O)C(=O)[C@H]2[C@H](CCCC2)C(=O)NCC)Cl